BrC1=NN(C(=C1)C)C1CC2(CN(C2)C(=O)O)C1.C(C)(=O)N1CCN(CC1)C1=NN(C(=C1)C)C1CC2(CN(C2)C(=O)OC(C)(C)C)C1 Tert-butyl 6-(3-(4-acetylpiperazin-1-yl)-5-methyl-1H-pyrazol-1-yl)-2-azaspiro[3.3]heptane-2-carboxylate 6-(3-Bromo-5-methyl-1H-pyrazol-1-yl)-2-azaspiro[3.3]heptane-2-carboxylate